C1(CC1)NC(=O)C1=C(N(C(=C(C1=O)C(=O)NC1=CC(=C(C=C1)OC1=CC=NC2=CC(=C(N=C12)OC)OC)F)C)C)C 3-N-cyclopropyl-5-N-[4-[(6,7-dimethoxy-1,5-naphthyridin-4-yl)oxy]-3-fluorophenyl]-1,2,6-trimethyl-4-oxopyridine-3,5-dicarboxamide